CN1N=NC(=C1C1=CC=2N(C=3C=C(C=CC3C2N=C1)C(C)(C)O)C(CC1CCOCC1)C1=NC=CC=C1)C 2-(3-(1,4-dimethyl-1H-1,2,3-triazol-5-yl)-5-(1-(pyridin-2-yl)-2-(tetrahydro-2H-pyran-4-yl)ethyl)-5H-pyrido[3,2-b]indol-7-yl)propan-2-ol